Oxazolin O1C=NCC1